SCC(CO)(CS)CS 3-mercapto-2,2-bis(mercaptomethyl)-1-propanol